3-[(2-fluoro-3-nitrophenyl)methyl]-4-methyl-7-pyrimidine-2-yloxychromen-2-one FC1=C(C=CC=C1[N+](=O)[O-])CC=1C(OC2=CC(=CC=C2C1C)OC1=NC=CC=N1)=O